acetyl-lysergic acid diethylamide CCN(CC)C(=O)[C@]1(CN([C@@H]2CC3=CNC4=CC=CC(=C34)C2=C1)C)C(=O)C